8-chloro-3-[5-(difluoromethyl)-1,3,4-thiadiazol-2-yl]-N-[1-(fluoromethyl)cyclopropyl]imidazo[1,5-a]pyridin-6-sulfonamide ClC=1C=2N(C=C(C1)S(=O)(=O)NC1(CC1)CF)C(=NC2)C=2SC(=NN2)C(F)F